CNC(OCCN1CC2=CC(=CC=C2C2(CCN(CC2)C2CCC(CC2)C(C)C)C1=O)F)=O 2-(7-fluoro-1'-((1s,4s)-4-isopropyl-cyclohexyl)-3-oxo-1H-spiro[isoquinoline-4,4'-piperidin]-2(3H)-yl)ethyl methyl-carbamate